titanium bis(2-hydroxypropionic acid) ammonium dihydroxide [OH-].[OH-].[NH4+].OC(C(=O)O)C.OC(C(=O)O)C.[Ti+]